bis(para-aminophenyl)octamethyl-pentasiloxane NC1=CC=C(C=C1)[SiH2]O[Si](O[Si](O[Si](O[Si](C)(C)C)(C)C)(C)C)(C)C1=CC=C(C=C1)N